N2-Valylarginine N[C@@H](C(C)C)C(=O)N[C@@H](CCCNC(N)=N)C(=O)O